OC1=C(C(=O)C2=CC=CC=C2)C=CC(=C1[N+](=O)[O-])O 2,4-dihydroxy-3-nitrobenzophenone